N-((S)-2-((S)-3-(1H-benzo[d]imidazol-2-yl)-7-(4-fluorophenyl)-3-methyl-2,3-dihydrofuro[2,3-c]pyridin-5-yl)-3,3,3-trifluoro-2-hydroxypropyl)-8-cyclopropoxyquinoline-6-carboxamide N1C(=NC2=C1C=CC=C2)[C@]2(COC1=C(N=C(C=C12)[C@@](CNC(=O)C=1C=C2C=CC=NC2=C(C1)OC1CC1)(C(F)(F)F)O)C1=CC=C(C=C1)F)C